C1(=CC=CC=C1)N(NC1=CC=CC=C1)C1=C([N+](=O)[O-])C=C([N+](=O)[O-])C=C1[N+](=O)[O-] 1,2-diphenyl-1-picrylhydrazine